BrC=1C=C2CN(C(C2=CC1)C(NC1=CC=C(C=C1)C(C(F)(F)F)(C(F)(F)F)O)=O)C(=O)OC(C)(C)C tert-Butyl 5-bromo-1-((4-(1,1,1,3,3,3-hexafluoro-2-hydroxypropan-2-yl)phenyl)carbamoyl)-isoindoline-2-carboxylate